2,3-dimethyl-1-nitroisourea COC(N[N+](=O)[O-])=NC